C(C1=CC=CC=C1)OC(=O)[C@H]1NC(C=2NC3=CC=CC=C3C2C1)C1COC(OC1)(C)C (3S)-1-(2,2-dimethyl-1,3-dioxan-5-yl)-1,2,3,4-tetrahydro-beta-carboline-3-carboxylic acid benzyl ester